(3-(trifluoromethyl)-1H-pyrazol-4-yl)boronic acid FC(C1=NNC=C1B(O)O)(F)F